O1N=C(C=C1)C(C)=O 1-(isoxazol-3-yl)ethan-1-one